FC1=C(C=CC=C1)C=1N(C=C(C1)CNC)S(=O)(=O)C=1C=C(C=NC1)NS(=O)(=O)C1CC1 N-(5-{[2-(2-fluorophenyl)-4-[(methylamino)methyl]-1H-pyrrol-1-yl]sulfonyl}pyridin-3-yl)cyclopropanesulfonamide